(S)-Methyl (1-(3-((4-cyano-3-(trifluoromethyl)phenyl)amino)-2-hydroxy-2-methyl-3-oxopropyl)-1H-pyrazol-4-yl)carbamate C(#N)C1=C(C=C(C=C1)NC([C@@](CN1N=CC(=C1)NC(OC)=O)(C)O)=O)C(F)(F)F